tert-butyl {(1S)-1-[1-(5-aminopyridin-2-yl)-1H-1,2,4-triazol-5-yl]ethyl}carbamate NC=1C=CC(=NC1)N1N=CN=C1[C@H](C)NC(OC(C)(C)C)=O